4-methyl-2-propionyl-thiazoleN CC1=CN(SC1)C(CC)=O